1,3-Dimethyl-5-(4,4,5,5-tetramethyl-1,3,2-dioxaborol-2-yl)-1H-indole CN1C=C(C2=CC(=CC=C12)B1OC(C(O1)(C)C)(C)C)C